C(N)(=O)[C@H](C[C@H]1C(NCC1)=O)NC(=O)[C@@H]1[C@H]2[C@H]3CC[C@@H]([C@H]2CN1C(=O)OC(C)(C)C)C3 tert-butyl (1S,2S,3S,6R,7R)-3-{[(1S)-1-carbamoyl-2-[(3S)-2-oxopyrrolidin-3-yl]ethyl]carbamoyl}-4-azatricyclo[5.2.1.0^{2,6}]decane-4-carboxylate